C(C1=CC=CC=C1)OC1=C(C=CC(=C1)C)[S@@](=O)(=NC(=O)OC(C)(C)C)N1[C@@H](CCC1)C(=O)OC methyl ((R)-2-(benzyloxy)-N-(tert-butoxycarbonyl)-4-methylphenylsulfonimidoyl)-L-prolinate